Cl.Cl.BrC1=CC2=C(N(C(C(N2C)=O)=O)C2CCNCC2)N=C1 7-bromo-1-methyl-4-(piperidin-4-yl)-1,4-dihydropyrido[2,3-b]pyrazine-2,3-dione dihydrochloride